C(CCC)N1C(N(C(C(C1=O)=C(N)N)=O)C1CCC2(CC3(CCC(N3CC3CC3)=O)C2)CC1)=O Butyl-3-(1-(cyclopropylmethyl)-2-oxo-1-azadispiro[4.1.57.15]tridecan-10-yl)-5-(diaminomethylene)pyrimidine-2,4,6(1H,3H,5H)-trione